2-(2,2-dimethyl-1,3-dioxan-5-yl)ethan-1-ol CC1(OCC(CO1)CCO)C